(S)-2-((tert-Butoxycarbonyl)amino)-4-(1H-pyrrolo[2,3-b]pyridin-3-yl)butanoic acid C(C)(C)(C)OC(=O)N[C@H](C(=O)O)CCC1=CNC2=NC=CC=C21